BrC=1C=NC=CC1C1=C(C=2C(NCCC2N1)=O)NC1=C(C(=CC=C1)Cl)OC 2-(3-bromopyridin-4-yl)-3-[(3-chloro-2-methoxyphenyl)amino]-1H,5H,6H,7H-pyrrolo[3,2-c]pyridin-4-one